2-{3-[(2-Ethoxy-4-methanesulfonylphenyl)amino]-1H-indazol-6-yl}-5'-methoxy-1'H-spiro[cyclopropane-1,3'-indol]-2'-one C(C)OC1=C(C=CC(=C1)S(=O)(=O)C)NC1=NNC2=CC(=CC=C12)C1CC12C(NC1=CC=C(C=C21)OC)=O